C(=O)(O)C=1C(=C(C(=O)NCCN(CCN(CCN(C(C2=C(C(=CC=C2)C(=O)O)OC)=O)CCCCCC(=O)OCC)CCNC(C2=C(C(=CC=C2)C(=O)O)OC)=O)CCNC(C2=C(C(=CC=C2)C(=O)O)OC)=O)C=CC1)OC N1,N1,N2-tris(2-(3-carboxy-2-methoxybenzamido)ethyl)-N2-(2-(3-carboxy-N-(6-ethoxy-6-oxohexyl)-2-methoxybenzamido)ethyl)ethane-1,2-diamine